N[C@H](CC1=CNC2=CC=CC=C12)C(=O)N[C@H](CC1=CN(C2=CC=CC=C12)C)C(=O)OCC ethyl Nα-(D-tryptophyl)-1-methyl-D-tryptophanate